[(3S,5S)-3,5-dimethylpiperazin-1-yl]-N-(6-hydroxy-2,7-dimethyl-indazol-5-yl)-2-methoxy-1,3-benzothiazole-4-carboxamide C[C@H]1CN(C[C@@H](N1)C)C1=CC=C2C(N=C(S2)OC)=C1C(=O)NC1=CC2=CN(N=C2C(=C1O)C)C